(4-bromo-3-(methoxymethyl)phenyl)methanol BrC1=C(C=C(C=C1)CO)COC